3,5-Dihydroxy-4'-isopropyl-trans-stilbene OC=1C=C(C=C(C1)O)\C=C\C1=CC=C(C=C1)C(C)C